tert-butyl 2-[[tert-butyl(dimethyl)silyl] oxymethyl]-5-[6-fluoro-5-[[4-methyl-6-(methylamino)pyrimidin-2-yl]amino]-2,3-dihydrobenzofuran-7-yl]-2,3,4,7-tetrahydroazepine-1-carboxylate [Si](C)(C)(C(C)(C)C)OCC1N(CC=C(CC1)C1=C(C(=CC=2CCOC21)NC2=NC(=CC(=N2)C)NC)F)C(=O)OC(C)(C)C